CC(C)C1C(CCCC1)O 2-(propan-2-yl)cyclohexan-1-ol